COC(C1=CC(=C(C=C1)CN[C@H](CO)C1=C(C=CC=C1)C)Br)=O (S)-3-bromo-4-(((2-hydroxy-1-(o-tolyl)ethyl)amino)methyl)benzoic acid methyl ester